2-methyl-pentenoyl-CoA CC(C(=O)SCCNC(CCNC([C@@H](C(COP(OP(OC[C@@H]1[C@H]([C@H]([C@@H](O1)N1C=NC=2C(N)=NC=NC12)O)OP(=O)(O)O)(=O)O)(=O)O)(C)C)O)=O)=O)=CCC